ClC1=C(C=C(C(=C1)F)OC)C1=CC=2NC(N(C(C2S1)=O)C1=CN=CC2=CC=CC(=C12)C)=O 6-(2-chloro-4-fluoro-5-methoxyphenyl)-3-(5-methylisoquinolin-4-yl)thieno[3,2-d]pyrimidine-2,4(1H,3H)-dione